OC(CN1C[C@H]([C@@H](C1)C)COC=1C=NC(=CC1)S(=O)(=O)C)C=1C=C(C#N)C=CC1 3-{1-hydroxy-2-[(3S,4S)-3-{[(6-methanesulfonylpyridin-3-yl)oxy]methyl}-4-methylpyrrolidin-1-yl]ethyl}benzonitrile